N-(2H3)methyl-6-[(1R,2R)-2-methylcyclopropaneamido]pyridazine-3-carboxamide C(NC(=O)C=1N=NC(=CC1)NC(=O)[C@H]1[C@@H](C1)C)([2H])([2H])[2H]